C(C)OC(C(NC1=CC=CC=C1)CC=C)=O N-phenyl-α-allylglycine ethyl ester